O=C1NC(CCC1N1C(C2=CC=C(C=C2C1=O)N1CC2CNCC2C1)=O)=O 2-(2,6-dioxopiperidin-3-yl)-5-(hexahydropyrrolo[3,4-c]pyrrol-2(1H)-yl)isoindoline-1,3-dione